(S)-N-(1-(4-(tert-butyl)phenyl)ethyl)-1-(cyclobutylmethyl)-3-(3-fluoro-5-hydroxybenzyl)-2-methyl-1H-indole-6-carboxamide C(C)(C)(C)C1=CC=C(C=C1)[C@H](C)NC(=O)C1=CC=C2C(=C(N(C2=C1)CC1CCC1)C)CC1=CC(=CC(=C1)O)F